(6R)-6-{[7-(methanesulfonyl)-2-(4-methoxyphenyl)[1,2,4]triazolo[1,5-c]quinazolin-5-yl]amino}-1,4-diazepan-5-one CS(=O)(=O)C1=CC=CC=2C=3N(C(=NC12)N[C@H]1C(NCCNC1)=O)N=C(N3)C3=CC=C(C=C3)OC